1-(1-(7,8-Difluoro-1-oxo-1,2-dihydroisoquinolin-4-yl)ethyl)-3-(3,4-difluorophenyl)-1-methylurea FC1=CC=C2C(=CNC(C2=C1F)=O)C(C)N(C(=O)NC1=CC(=C(C=C1)F)F)C